FC1CNCC(N1C1=NC=NC2=C(C(=CC=C12)C1=CC=CC=2CCCCC12)F)(CC#N)OC[C@H]1N(CCC1)C 6,8-difluoro-2-((((S)-1-methylpyrrolidin-2-yl)methoxy)-7-(5,6,7,8-tetrahydronaphthalen-1-yl)quinazolin-4-ylpiperazin-2-yl)acetonitrile